trioctadecyl-pentaerythritol diphosphite OP(O)OP(O)O.C(CCCCCCCCCCCCCCCCC)C(C(C(O)(CCCCCCCCCCCCCCCCCC)CCCCCCCCCCCCCCCCCC)(CO)CO)O